BrC=1C=CC=2C(C3=CC=CC=C3N(C2C1)C1=NC=CC(=C1)C(C)(C)C)(C1=CC=CC=C1)C1=CC=CC=C1 3-bromo-10-(4-(tert-butyl)pyridin-2-yl)-9,9-diphenyl-9,10-dihydroacridine